C1CCC2=NC(=C3C(=C21)CCC3)NC(OCC(Cl)(Cl)Cl)=O 2,2,2-trichloroethyl (1,2,3,6,7,8-hexahydrodicyclopenta[b,d]pyridin-5-yl)carbamate